FC=1C=C(C=C(C1)F)C(C)OC=1C=C2C(=NNC2=CC1)C1=NC2=C(N1)CN(C2)C(=O)OC2CN(CC2)C 1-Methylpyrrolidin-3-yl 2-(5-(1-(3,5-Difluorophenyl)ethoxy)-1H-Indazol-3-yl)-4,6-Dihydropyrrolo[3,4-d]imidazol-5(1H)-Carboxylat